6-((1H-indazol-5-yl)amino)-N-(1-(2-(2-methoxyethoxy)ethyl)-3-(pyridin-2-yl)-1H-pyrazol-4-yl)picolinamide formate C(=O)O.N1N=CC2=CC(=CC=C12)NC1=CC=CC(=N1)C(=O)NC=1C(=NN(C1)CCOCCOC)C1=NC=CC=C1